C(C)(C)(C)C1=NOC(=N1)C(=O)NCC1=C(C=C(C=C1)C1=C(C=NC=C1)N1CC(CCC1)N(C(C=C)=O)C)C 3-(tert-butyl)-N-(2-methyl-4-(3-(3-(N-methylacrylamido)piperidin-1-yl)pyridin-4-yl)benzyl)-1,2,4-oxadiazole-5-carboxamide